(1E)-1-iodo-1-hexene I\C=C\CCCC